C(C)(=O)O[C@H]1[C@@H](O)O[C@@H]([C@H]([C@@H]1OC(C)=O)OC(C)=O)COC(C)=O 2,3,4,6-tetra-O-acetyl-α-D-glucose